ClC1=C(C=C(OCC(=O)NC(=O)C23CC(C2)(C3)C(=O)NN)C=C1)F 2-(4-Chloro-3-fluoro-phenoxy)-N-[1-(hydrazinocarbonyl)-3-bicyclo[1.1.1]pentanoyl]acetamide